1-(4-((5-(3,5-dimethylisoxazol-4-yl)-2-methylphenyl)(4-((2-(2,6-dioxopiperidin-3-yl)-1,3-dioxoisoindol-5-yl)oxy)butyl)amino)phenyl)cyclopropanecarbonitrile CC1=NOC(=C1C=1C=CC(=C(C1)N(C1=CC=C(C=C1)C1(CC1)C#N)CCCCOC=1C=C2C(N(C(C2=CC1)=O)C1C(NC(CC1)=O)=O)=O)C)C